Dichloro(phenyl)(trimethylsilyl)phosphoranimine ClN=P([Si](C)(C)C)(C1=CC=CC=C1)Cl